OC(C)(C)C1=CC(=NC=N1)C#N 6-(2-hydroxyprop-2-yl)pyrimidine-4-carbonitrile